ClC1=NC(=NC(=C1)O[C@@H](C)[C@H]1N(C[C@H](C1)F)C)C1=CC(=NO1)C(C)(C)C1=C(C=CC=C1F)F 4-Chloro-2-{3-[2-(2,6-difluorophenyl)propan-2-yl]-1,2-oxazol-5-yl}-6-[(S)-1-[(2S,4S)-4-fluoro-1-methylpyrrolidin-2-yl]ethoxy]pyrimidine